propyl-decanolide C(CC)C1C(=O)OCCCCCCCC1